5-bromo-2-(1,3,3-trimethylpiperidin-4-yl)benzo[d]thiazole BrC=1C=CC2=C(N=C(S2)C2C(CN(CC2)C)(C)C)C1